CN([C@H]1CN(CC1)C(=O)C=1C=C2C(=NNC2=CC1)C#CC1CCNCC1)C (R)-(3-(Dimethylamino)pyrrolidin-1-yl)(3-(piperidin-4-ylethynyl)-1H-indazol-5-yl)methanone